1H-indole potassium dithiocarbamate C(N)([S-])=S.[K+].N1C=CC2=CC=CC=C12